BrC1=CC(=C(C=C1)C1=NN(C(=C1C=O)C(=O)N)C)C (4-bromo-2-methylphenyl)-4-formyl-1-methyl-1H-pyrazole-5-carboxamide